2-ethylhexyl-((2,3-dichloropyridin-4-yl) thio) propionate C(CC)(=O)OSC1=C(C(=NC=C1CC(CCCC)CC)Cl)Cl